FC1=NC=CC(=C1N)NC1CN(CC1)C Fluoro-N4-(1-methylpyrrolidin-3-yl)pyridine-3,4-diamine